4-bromo-2-cyclobutyl-1-methyl-5-phenyl-1H-imidazole BrC=1N=C(N(C1C1=CC=CC=C1)C)C1CCC1